N1=C(N=CC=C1)N1N=CN=C1C(C)NC1=NC(N(C2=CC=C(C=C12)C(F)(F)F)CC(F)(F)F)=O 4-[1-(2-pyrimidin-2-yl-1,2,4-triazol-3-yl)ethylamino]-1-(2,2,2-trifluoroethyl)-6-(trifluoromethyl)quinazolin-2-one